C1=C(C=CC2=CC=CC=C12)C=1C=C(C2=CC=CC=C2C1)C1=CC(=CC2=CC=CC=C12)C1=CC2=CC=CC=C2C=C1 (S)-3,3'-Bis(2-naphthyl)-1,1'-binaphthyl